[4-(3,5-dimethyl-1H-pyrazol-4-yl)phenyl]methanamine CC1=NNC(=C1C1=CC=C(C=C1)CN)C